C(C)(C)(C)OC(=O)N1[C@@H]([C@H]2[C@]3(C(=C([C@@]([C@H]2C1)(C3(OC)OC)Cl)Cl)Cl)Cl)C(=O)O (1S,2S,3S,6R,7R)-4-(tert-butoxycarbonyl)-1,7,8,9-tetrachloro-10,10-dimethoxy-4-azatricyclo[5.2.1.0^{2,6}]dec-8-ene-3-carboxylic acid